C(=CCCCCCCCCCCCCCCCC)OC(C[N+](C)(C)C)P(OC[C@@H](CO)O)(=O)O O-octadecenyl-sn-glycero-3-phosphorylcholine